C(C)(C)(C)OC(=O)N1C=2C=CC(=NC2CCC1)C1(CC1)C(=O)O 1-(5-(tert-butoxycarbonyl)-5,6,7,8-tetrahydro-1,5-naphthyridin-2-yl)cyclopropanecarboxylic acid